1,3-diphenyl-dihydroimidazoline C1(=CC=CC=C1)N1CN(CC1)C1=CC=CC=C1